FC1=C2C(=NC=C1F)NC=C2C(=O)C2=C(C=C(C=C2)OC2=C(C=CC=C2F)F)F (4,5-difluoro-1H-pyrrolo[2,3-b]pyridin-3-yl)(4-(2,6-difluorophenoxy)-2-fluorophenyl)methanone